C1=CC=CC=2C1=C1N(C3=CC=CC=C3C1=CC2)C2=C(C#N)C(=C(C(=C2N2C1=CC=CC=C1C1=CC=C3C(=C21)C=CC=C3)N3C2=CC=CC=C2C2=CC=C1C(=C32)C=CC=C1)C1=NC(=NC(=N1)C1=CC=CC=C1)C1=CC=CC=C1)N1C3=CC=CC=C3C3=CC=C2C(=C13)C=CC=C2 2,3,4,6-tetrakis(11H-benzo[a]carbazol-11-yl)-5-(4,6-diphenyl-1,3,5-triazin-2-yl)benzonitrile